chloro(methoxy)-methane ClCOC